tert-butyl (2R,4R,SR)-5-ethyl-4-hydroxy-2-methylpiperidine-1-carboxylate C(C)[C@@H]1[C@@H](C[C@H](N(C1)C(=O)OC(C)(C)C)C)O |&1:2|